(3,5-Dibromophenyl)(4-fluorophenyl)methanone BrC=1C=C(C=C(C1)Br)C(=O)C1=CC=C(C=C1)F